N1C(=CC2=CC=CC=C12)C(=O)OC methyl indolate